ClC(C=C)(CCC=C)C 3-chloro-3-methyl-1,6-heptadiene